6-bromo-5-chloro-1-methylindazole BrC1=C(C=C2C=NN(C2=C1)C)Cl